FC1=CC=C(OCCCC(=O)NCC(=O)OC)C=C1 methyl (4-(4-fluorophenoxy)butanoyl)glycinate